N-(1-hydroxy-propan-2-yl)-6-(4-methylphenyl)-2-(1-methyl-1H-pyrazol-4-yl)-3-oxo-2,3-dihydropyridazine-4-carboxamide OCC(C)NC(=O)C=1C(N(N=C(C1)C1=CC=C(C=C1)C)C=1C=NN(C1)C)=O